NC=1C2=C(N=CN1)N(C(=C2C(=O)OC)Cl)C(CF)(C)C methyl 4-amino-6-chloro-7-(1-fluoro-2-methylpropan-2-yl)-7H-pyrrolo[2,3-d]pyrimidine-5-carboxylate